ClC1=C(C(=NC=C1)N1C(C=2N(C=C1)C1=C(C2)CC(C1)(C)C)=O)CO (4-chloro-3-(hydroxymethyl)pyridin-2-yl)-7,7-dimethyl-7,8-dihydro-2H-cyclopenta[4,5]pyrrolo[1,2-a]pyrazin-1(6H)-one